5-Amino-3-(4-bromophenyl)-1-sec-butylpyrazole-4-carbonitrile NC1=C(C(=NN1C(C)CC)C1=CC=C(C=C1)Br)C#N